C(C1=CC=CC=C1)C=CC=CCC1=CC=CC=C1 1,4-dibenzyl-1,3-butadiene